FC1=C(C(=C(C=C1)[C@@H]1[C@@H](O[C@@](C1)(C(F)(F)F)C)C(=O)NC1=CC(=NC=C1)C(=O)N)OC)C (2R,3R,5S)-4-[[3-(4-Fluoro-2-methoxy-3-methyl-phenyl)-5-methyl-5-(trifluoromethyl)tetrahydrofuran-2-carbonyl]amino]pyridin-2-carboxamid